2-Chloro-4-{5-[(3-dimethylaminopropyl)aminomethyl]thien-2-yl}-7-phenyl-7H-pyrrolo[2,3-d]pyrimidine oxalate C(C(=O)O)(=O)O.ClC=1N=C(C2=C(N1)N(C=C2)C2=CC=CC=C2)C=2SC(=CC2)CNCCCN(C)C